CS(=O)(=O)[O-] methyl-sulfonate